N-methoxy-N-methylamine hydrochloride salt Cl.CONC